[C@@H]1(CC=CCC1)C(=O)O R-3-cyclohexenecarboxylic acid